Cl.ClC1=C(C=CC=C1C1=C(C=C(C=C1)F)F)[C@@]1(CC(N(C(N1)=N)[C@H]1C[C@H](S(CC1)(=O)=O)C)=O)C |o1:23,25| (6S)-6-[2-Chloro-3-(2,4-difluoro-phenyl)phenyl]-2-imino-6-methyl-3-[(2R*,4R*)-2-methyl-1,1-dioxo-thian-4-yl]hexahydropyrimidin-4-one hydrochloride